C1(=CC=CC=C1)C=1C=C(C=CC1)S(=O)(=O)[O-].[Na+] sodium m-phenylbenzenesulfonate